4-((7-Methoxy-2-oxo-2,3-dihydro-1H-imidazo[4,5-c][1,8]naphthyridin-1-yl)methyl)benzene-sulfonamide tri(n-butyl acetoacetate) iron [Fe+3].C(CCC)CC(CC(=O)[O-])=O.C(CCC)CC(CC(=O)[O-])=O.C(CCC)CC(CC(=O)[O-])=O.COC=1C=CC=2C3=C(C=NC2N1)NC(N3CC3=CC=C(C=C3)S(=O)(=O)N)=O